tert-Butyl (2S,3R)-2-{[3-(6-cyano-3-methylpyridine-2-carbonyl)-2-fluorophenyl]methyl}-3-[(ethanesulfonyl)amino]-4,4-difluoropyrrolidine-1-carboxylate C(#N)C1=CC=C(C(=N1)C(=O)C=1C(=C(C=CC1)C[C@@H]1N(CC([C@@H]1NS(=O)(=O)CC)(F)F)C(=O)OC(C)(C)C)F)C